methyl (S)-2-(2-(1H-pyrazol-1-yl)ethyl)-3-(2-((isoxazol-5-ylmethyl)amino)-2-oxoethyl)-7-methyl-3,7,8,9-tetrahydro-6H-imidazo[4,5-f]quinoline-6-carboxylate N1(N=CC=C1)CCC=1N(C=2C(=C3CC[C@@H](N(C3=CC2)C(=O)OC)C)N1)CC(=O)NCC1=CC=NO1